ethyl 8-((2S,5R)-4-benzyl-2,5-diethylpiperazin-1-yl)-6-(benzyloxy)imidazo[1,2-b]pyridazine-2-carboxylate C(C1=CC=CC=C1)N1C[C@@H](N(C[C@H]1CC)C=1C=2N(N=C(C1)OCC1=CC=CC=C1)C=C(N2)C(=O)OCC)CC